(2E)-N-(2,4-dimethylpyridin-3-yl)-3-(3-methyl-1H-indazol-6-yl)prop-2-enamide CC1=NC=CC(=C1NC(\C=C\C1=CC=C2C(=NNC2=C1)C)=O)C